Cl.COC(=O)C=1C=CC2=C(C=C(O2)\C(=C/F)\CN)C1 2-[(Z)-1-(aminomethyl)-2-fluoro-vinyl]benzofuran-5-carboxylic acid methyl ester hydrochloride